COC(=O)N1C[C@@H](CCC1)C(=O)NC(C(=O)O)CC 2-((R)-1-(methoxycarbonyl)piperidine-3-carboxamido)butanoic acid